3-oxo-1-[4-(trifluoromethoxy)phenyl]cyclobutanecarbonitrile O=C1CC(C1)(C#N)C1=CC=C(C=C1)OC(F)(F)F